N-(2,4-difluoro-3-(7-fluoro-3-(1H-imidazol-2-yl)-1H-indazol-6-yl)phenyl)-4-isopropyl-benzenesulfonamide FC1=C(C=CC(=C1C1=CC=C2C(=NNC2=C1F)C=1NC=CN1)F)NS(=O)(=O)C1=CC=C(C=C1)C(C)C